N1(NC(NC(C1)=O)=O)[2H] 1,2,4-triazine-3,5(2H,4H)-dione-1-d